4-fluoro-3'-isocyanato-1,1'-biphenyl FC1=CC=C(C=C1)C1=CC(=CC=C1)N=C=O